C[C@@H]1N(C(OC1)=O)CC=1C=NC(=NC1)OC1=C(C=C(C=C1F)F)F (4S)-4-methyl-3-{[2-(2,4,6-trifluorophenoxy)pyrimidin-5-yl]methyl}-1,3-oxazolidin-2-one